(4-(2-methyl-5-(trifluoromethyl)phenyl)piperazine-1-yl)((1RS,2SR)-2-(3-(pentafluoro-λ6-sulfaneyl)-phenyl)cyclopropyl)methanone CC1=C(C=C(C=C1)C(F)(F)F)N1CCN(CC1)C(=O)[C@H]1[C@H](C1)C1=CC(=CC=C1)S(F)(F)(F)(F)F |r|